(4'-FORMYL-BIPHENYL-2-YL)-ACETIC ACID C(=O)C1=CC=C(C=C1)C1=C(C=CC=C1)CC(=O)O